5-hexyl-4-methyldihydrofuran-2(3h)-one C(CCCCC)C1C(CC(O1)=O)C